ClC=1N=C(N2N=C(N=CC21)N[C@@H]2[C@@H](COCC2)F)C2(CCC2)CC 5-chloro-7-(1-ethylcyclobutyl)-N-[(3S,4S)-3-fluorooxan-4-yl]imidazo[4,3-f][1,2,4]triazin-2-amine